C(C)(C)(C)OC(=O)N1C(C(N(CC1)C=1N=C2N(C=CC=C2)C1)=O)CC(=O)O 2-(1-tert-butoxycarbonyl-4-imidazo[1,2-a]pyridin-2-yl-3-oxo-piperazin-2-yl)acetic acid